(S)-5-(2-(cyclopropylamino)-2-oxoacetyl)-N-((S)-3-oxo-1-((S)-2-oxopyrrolidin-3-yl)-4-(trifluoromethoxy)butan-2-yl)-5-azaspiro[2.4]heptane-6-carboxamide C1(CC1)NC(C(=O)N1CC2(CC2)C[C@H]1C(=O)N[C@@H](C[C@H]1C(NCC1)=O)C(COC(F)(F)F)=O)=O